OC[C@H](C1=CC=CC=C1)NC1=NC(=NC=C1C1=NC(=NO1)C(F)(F)F)NC1=CC(=C(C(=O)N(C)C)C=C1)C 4-[[4-[[(1S)-2-hydroxy-1-phenyl-ethyl]amino]-5-[3-(trifluoromethyl)-1,2,4-oxadiazol-5-yl]pyrimidin-2-yl]amino]-N,N,2-trimethyl-benzamide